(E)-3-(2-(4-nitrobenzoyl)-1,2,3,4-tetrahydroisoquinolin-5-yl)acrylic acid ethyl ester C(C)OC(\C=C\C1=C2CCN(CC2=CC=C1)C(C1=CC=C(C=C1)[N+](=O)[O-])=O)=O